C(#N)C=P(CCCC)(CCCC)CCCC.[Ar] argon Cyanomethylenetri-n-butylphosphorane